1,2,4-thiadiazolium S1[NH+]=CN=C1